ClC1=C(C=C(C=C1)N1C(N=C2C(C1=O)=CC=CN2CC=2C=NC(=NC2)Cl)=O)C(F)(F)F 3-(4-chloro-3-(trifluoromethyl)phenyl)-8-((2-chloropyrimidin-5-yl)methyl)pyrido[2,3-d]pyrimidine-2,4(3H,8H)-dione